COC(NCCCC(=O)N1CCN(CC1)C1=CC=CC=2N(C(N(C21)C)=O)C2C(NC(CC2)=O)=O)=O methyl(4-(4-(1-(2,6-dioxopiperidin-3-yl)-3-methyl-2-oxo-2,3-dihydro-1H-benzo[d]imidazol-4-yl)piperazin-1-yl)-4-oxobutyl)carbamate